N4-(4-(1-(3-((tert-butyldimethylsilyl)oxy)-4-(1,3-dioxolan-2-yl)benzyl)-1H-indol-3-yl)pyrimidin-2-yl)-N1-(2-(dimethylamino)ethyl)-5-methoxy-N1-methylbenzene-1,2,4-triamine [Si](C)(C)(C(C)(C)C)OC=1C=C(CN2C=C(C3=CC=CC=C23)C2=NC(=NC=C2)NC=2C=C(C(=CC2OC)N(C)CCN(C)C)N)C=CC1C1OCCO1